1-(tert-butyl)-3-((1s,3s)-3-((tert-butyldiphenylsilyl)oxy)cyclobutyl)-1H-pyrazol-5-amine C(C)(C)(C)N1N=C(C=C1N)C1CC(C1)O[Si](C1=CC=CC=C1)(C1=CC=CC=C1)C(C)(C)C